C(C)C=1SC(=C(N1)C1=NC(=CC=C1)C)OC1=CC(=NC=C1)NC1=CC=CC(=N1)C(=O)NC 6-((4-((2-Ethyl-4-(6-methylpyridin-2-yl)thiazol-5-yl)oxy)pyridin-2-yl)amino)-N-methylpyridinecarboxamide